C1=CC=C2C=CC=C3C2=C1C1=NC2=C(C=CC(=C2N=C13)C1=CC=C(S1)C=O)C1=CC=C(S1)C=O 5,5'-(acenaphtho[1,2-b]quinoxaline-8,11-diyl)dithiophene-2-carbaldehyde